BrC1=CC=C2C(C(N(C2=C1)C([2H])([2H])[2H])=O)(C)C 6-bromo-1-[methyl-d3]-3,3-dimethyl-2-indolinone